3-chloro-5-(difluoromethoxy)-N-[1-[3-[1-(2-pyridyl)-1,2,4-triazol-3-yl]pyrazin-2-yl]ethyl]benzamide ClC=1C=C(C(=O)NC(C)C2=NC=CN=C2C2=NN(C=N2)C2=NC=CC=C2)C=C(C1)OC(F)F